2-(6-chloro-2-(trifluoromethyl)pyrimidin-4-yl)-9,9-difluoro-2-azaspiro[5.5]undecane ClC1=CC(=NC(=N1)C(F)(F)F)N1CC2(CCC1)CCC(CC2)(F)F